(R)-8-acetyl-5,7-dihydroxy-3,4a,6-trimethyl-1-(pyrazin-2-yl)-1,4a-dihydro-4H-benzofuro[3,2-f]indazol-4-one C(C)(=O)C1=C(C(=C(C2=C1OC=1[C@@]2(C(C=2C(=NN(C2C1)C1=NC=CN=C1)C)=O)C)O)C)O